[N+](=O)([O-])C1=CC=C(C=C1)C(C(CO)NC(C)=O)=O p-nitro-α-acetamido-β-hydroxypropiophenone